O=C1NC=2C=CC=C3C(=CN=C1C23)N2C(=C(C=C2)C(=O)O)C(F)(F)F 1-(2-oxo-1,2-dihydropyrrolo[2,3,4-ij]isoquinolin-5-yl)-2-trifluoromethyl-1H-pyrrol-3-carboxylic acid